CC1C=CC(N2C(C=3N(N1C2)C=C(C(C3)=O)C(=O)NCC3=C(C=C(C=C3F)F)F)=O)C 2,5-dimethyl-7,9-dioxo-N-(2,4,6-trifluorobenzyl)-2,5,7,9-tetrahydro-1,6-methanopyrido[1,2-b][1,2,5]triazonine-10-carboxamide